FCCN1CCC(CC1)O 1-(2-fluoroethyl)-4-hydroxypiperidine